ClC1=C2C(=NC=C1)NC(=C2C2=CC=C1CCCN(C1=C2)C(C=C)=O)C2=CC=C(C=C2)N2CCN(CC2)C(C)C 1-(7-(4-Chloro-2-(4-(4-isopropylpiperazin-1-yl)phenyl)-1H-pyrrolo[2,3-b]pyridin-3-yl)-3,4-dihydrochinolin-1(2H)-yl)prop-2-en-1-on